BrC1=C(C=CC=C1)NC1=NC(=NC=C1C(=O)N)NC1=C(C=C2CCN(CC2=C1)CC(F)(F)F)OC 4-((2-bromophenyl)amino)-2-((6-methoxy-2-(2,2,2-trifluoroethyl)-1,2,3,4-tetrahydroisoquinolin-7-yl)amino)pyrimidine-5-carboxamide